BrC1=CC=C(C=C1)N1C(=NC2=C1C=CC=C2)C2=CC=CC=C2 (4-bromophenyl)-2-phenyl-1H-benzo[d]imidazole